C1(CC1)S(=O)(=O)C1=C2C(=NC(=C1)N1[C@@H](COCC1)C)C(=NS2)C2=CC=NN2 (R)-4-(7-(cyclopropylsulfonyl)-3-(1H-pyrazol-5-yl)isothiazolo[4,5-b]pyridin-5-yl)-3-methylmorpholine